4-isopropoxyphenylmethylene malonate C1(CC(=O)OC(C2=CC=C(C=C2)OC(C)C)O1)=O